OC(=S)CCCC[C@@H]1SC[C@@H]2NC(=O)N[C@H]12 thiobiotine